BrC=1C=C2[C@@H](C[C@@]3(C2=CC1)NC(N(C3=O)CC(=O)N(C(C(F)(F)F)(C)C)CC3=CC=C(C=C3)F)=O)O 2-((3'R,4S)-5'-bromo-3'-hydroxy-2,5-dioxo-2',3'-dihydrospiro[imidazolidine-4,1'-inden]-1-yl)-N-(4-fluorobenzyl)-N-(1,1,1-trifluoro-2-methylpropan-2-yl)acetamide